FC(F)(F)[B-](F)(F)F.C(C)N1C=[N+](C=C1)C 1-ethyl-3-methylimidazolium trifluoromethyltrifluoroborate